(4-tetrahydropyran-4-ylphenyl)azetidine hydrochloride Cl.O1CCC(CC1)C1=CC=C(C=C1)N1CCC1